5-(benzyloxy)-2-(1-(tert-butoxycarbonyl)-1H-benzo[d]imidazol-2-yl)-6-methoxy-1,2,3,4-tetrahydroisoquinoline-3-carboxylic acid ethyl ester C(C)OC(=O)C1N(CC2=CC=C(C(=C2C1)OCC1=CC=CC=C1)OC)C1=NC2=C(N1C(=O)OC(C)(C)C)C=CC=C2